(R)-N-(5-(5-amino-1H-pyrazol-1-yl)-1,3,4-thiadiazol-2-yl)-4-(2,6-dimethoxyphenyl)-3-((1-methoxypropan-2-yl)oxy)-2-oxo-2H-pyran-6-carboxamide NC1=CC=NN1C1=NN=C(S1)NC(=O)C1=CC(=C(C(O1)=O)O[C@@H](COC)C)C1=C(C=CC=C1OC)OC